OC=1C(=CC2=C(N=C(S2)C(CCC(=O)O)=O)C1[N+](=O)[O-])OC 4-(5-Hydroxy-6-methoxy-4-nitrobenzo[d]thiazol-2-yl)-4-oxobutanoic acid